2-[2-methacryloyloxyethylcarbamoyl]ethyl sulfide C(C(=C)C)(=O)OCCNC(=O)CCSCCC(NCCOC(C(=C)C)=O)=O